FC(C=1C=C(C=C(C1)C(F)(F)F)[B-](C1=CC(=CC(=C1)C(F)(F)F)C(F)(F)F)(C1=CC(=CC(=C1)C(F)(F)F)C(F)(F)F)C1=CC(=CC(=C1)C(F)(F)F)C(F)(F)F)(F)F.C[NH+](C1=C(C=C(C=C1C)C)C)C N,N-dimethyl-(2,4,6-trimethylanilinium) tetrakis(3,5-bis(trifluoromethyl)phenyl)borate